2-(3-{5-chloro-2-[(oxacyclohex-4-yl)amino]pyrimidin-4-yl}-5-oxo-5H,6H,7H-pyrrolo[3,4-b]pyridin-6-yl)acetic acid tert-butyl ester C(C)(C)(C)OC(CN1CC2=NC=C(C=C2C1=O)C1=NC(=NC=C1Cl)NC1CCOCC1)=O